((2R,7aS)-2-fluorotetrahydro-1H-pyrrolizin-7a(5H)-yl-3,3,5,5-d4)methanol F[C@@H]1C[C@@]2(CCC(N2C1([2H])[2H])([2H])[2H])CO